CC=1C=CC(=NC1)C1CC(C1)NC(OC(C)(C)C)=O tert-Butyl N-[3-(5-methyl-2-pyridyl)cyclobutyl]carbamate